2'-chloro-5'-methoxy-6-methyl-N-{5-[(3R)-3-methylmorpholin-4-yl]-[1,3]thiazolo[5,4-d]pyrimidin-2-yl}-[4,4'-bipyridine]-3-carboxamide ClC1=NC=C(C(=C1)C1=C(C=NC(=C1)C)C(=O)NC=1SC=2N=C(N=CC2N1)N1[C@@H](COCC1)C)OC